ethyl (3S)-3-amino-3-[4-fluoro-2',6'-dimethyl-5-(trifluoromethyl)-[1,1'-biphenyl]-3-yl]propanoate N[C@@H](CC(=O)OCC)C=1C=C(C=C(C1F)C(F)(F)F)C1=C(C=CC=C1C)C